C(#N)C1=C(N=C2N(C1=O)C=C(C=C2[C@@H](C)NC2=C(C(=O)O)C=CC=C2)C)N2CCCCC2 (R)-2-((1-(3-cyano-7-methyl-4-oxo-2-(piperidin-1-yl)-4H-pyrido[1,2-a]pyrimidin-9-yl)ethyl)amino)benzoic acid